N-(2-(4-methylpiperazin-1-yl)ethyl)-5-phenyl-2-(3-(trifluoromethyl)phenyl)oxazole-4-carboxamide CN1CCN(CC1)CCNC(=O)C=1N=C(OC1C1=CC=CC=C1)C1=CC(=CC=C1)C(F)(F)F